1-isopropylamino-3-(1-naphthoxy)-2-propanol hydrochloride Cl.C(C)(C)NCC(COC1=CC=CC2=CC=CC=C12)O